C(C)N(C1=CC=C(C=C1)C(C1=CC=C2C=CC=NC2=C1O)NC1=NC=CC=C1)CC 7-((4-Diethylaminophenyl)(pyridin-2-ylamino)methyl)quinolin-8-ol